C(C)(=O)O.N1CC(C(CC1)NC(C(F)(F)F)=O)NC(C(F)(F)F)=O N,N'-3,4-Piperidinediylbis(2,2,2-trifluoroacetamide), acetic acid salt